(S)-(6-(4-(pyrazolo[1,5-a]pyridin-2-yl)-1,4,6,7-tetrahydro-5H-imidazo[4,5-c]pyridin-5-yl)pyridin-3-yl)(pyrrolidin-1-yl)methanone N1=C(C=C2N1C=CC=C2)[C@H]2N(CCC1=C2N=CN1)C1=CC=C(C=N1)C(=O)N1CCCC1